COCCN1N=CC(=C1)NC=1N=CC2=C(N1)NC(C21CC1)=O 2'-((1-(2-methoxyethyl)-1H-pyrazol-4-yl)amino)spiro[cyclopropane-1,5'-pyrrolo[2,3-d]pyrimidin]-6'(7'H)-one